3-(5-fluoro-1-methyl-2-oxo-4-pyridyl)propyl acetate C(C)(=O)OCCCC1=CC(N(C=C1F)C)=O